C1(CC1)N1C=NC2=C1C=C(C(=C2)C#CC2=NN(C(=C2C(=O)N)NC)[C@@H]2CN([C@H](C2)CO)C(C#C)=O)F 3-[2-(1-Cyclopropyl-6-fluoro-1,3-benzodiazol-5-yl)ethynyl]-1-[(3S,5R)-5-(hydroxymethyl)-1-(prop-2-ynoyl)pyrrolidin-3-yl]-5-(methylamino)pyrazole-4-carboxamide